3-[[7-(5-Methyl-1,2,4-oxadiazol-3-yl)-1-isoquinolinyl]amino]cyclobutanecarboxylic acid CC1=NC(=NO1)C1=CC=C2C=CN=C(C2=C1)NC1CC(C1)C(=O)O